S1CCN(CC1)CC(=O)O 2-(thiomorpholino)acetic acid